N-(1-(1-(2,4-bis(trifluoromethyl)phenyl)ethyl)-1H-pyrazol-4-yl)-3-(pyridin-2-yl)acryl-amide FC(C1=C(C=CC(=C1)C(F)(F)F)C(C)N1N=CC(=C1)NC(C=CC1=NC=CC=C1)=O)(F)F